ClC=1C=C(C=CC1OC1COC1)C1=CC=C(C=C1)CN1C=CC2=C(C=CC(=C12)C(=O)NC1CC2(CC(C2)C(=O)O)C1)F (Ra)-6-(1-((3'-Chloro-4'-(oxetan-3-yloxy)-[1,1'-biphenyl]-4-yl)methyl)-4-fluoro-1H-indole-7-carboxamido)spiro[3.3]heptane-2-carboxylic acid